P(=O)(O)(O)O[C@@H]1[C@H](O)[C@@H](O)[C@H](O)[C@H](O1)CO α-glucose 1-phosphate